2-fluoro-4-(6-(2-methylbenzo[d]thiazol-5-yl)-3-((1-methylpiperidin-4-yl)methyl)-3H-imidazo[4,5-c]pyridin-7-yl)benzonitrile FC1=C(C#N)C=CC(=C1)C=1C2=C(C=NC1C=1C=CC3=C(N=C(S3)C)C1)N(C=N2)CC2CCN(CC2)C